CN(C(CCCCCCC\C=C/CCCCCCCC)=O)C(C)S(=O)(=O)[O-] (methyloleoylamino)ethane-1-sulphonate